ClCC1=C(N=CN1C)C 5-(chloromethyl)-1,4-dimethylimidazole